S(=O)(=O)(O)O.NC1=NC(=NC(=C1NC(OC)=O)N)C1=NN(C2=NC=C(C=C21)F)CC2=C(C=CC=C2)F Methyl {4,6-diamino-2-[5-fluoro-1-(2-fluorobenzyl)-1H-pyrazolo[3,4-b]pyridin-3-yl]pyrimidin-5-yl}carbamate sulphate